(R)-5-[1-(2-bromo-6-fluoro-phenyl)-piperidin-4-yl]-2-cyclopropyl-4-methyl-7-(2-trifluoromethyl-benzyl)-2,4,5,7-tetrahydro-pyrazolo[3,4-d]pyrimidin-6-one BrC1=C(C(=CC=C1)F)N1CCC(CC1)N1C(N(C=2C([C@H]1C)=CN(N2)C2CC2)CC2=C(C=CC=C2)C(F)(F)F)=O